C(C)(C)C=1C=NN2C1N=C(NC2=O)C 8-isopropyl-2-methylpyrazolo[1,5-a][1,3,5]triazin-4(3H)-one